3-(4-(5-(4-(trifluoromethyl)phenyl)octahydropyrrolo[3,4-c]pyrrole-2-carbonyl)phenyl)oxetan-3-yl pivalate C(C(C)(C)C)(=O)OC1(COC1)C1=CC=C(C=C1)C(=O)N1CC2CN(CC2C1)C1=CC=C(C=C1)C(F)(F)F